OCC(CO)(C)NC(OC(C)(C)C)=O tert-butyl N-(1,3-dihydroxy-2-methylpropan-2-yl)carbamate